2-(3-benzyloxypropyl)pyridine C(C1=CC=CC=C1)OCCCC1=NC=CC=C1